[Na+].CC(CS(=O)(=O)[O-])=C 2-Methyl-2-propene-1-sulfonic acid sodium salt